CS(=O)(=O)[N-]C1=CC(=CC=C1)[C@@H](CCN1CC(CCC1)C=1C=NC=CC1)NC(=O)C1=CC=2C(=NC=3CC[C@@H](CC3C2)C(C)(C)C)S1 methylsulfonyl-[3-[(1R)-3-[3-(3-pyridyl)-1-piperidyl]-1-[[(6S)-6-tert-butyl-5,6,7,8-tetrahydrothieno[2,3-b]quinoline-2-carbonyl]amino]propyl]phenyl]azanide